2-amino-N-(2-(3,4-dihydroisoquinolin-2(1H)-yl)ethyl)-3-(1H-indol-3-yl)propylamine NC(CNCCN1CC2=CC=CC=C2CC1)CC1=CNC2=CC=CC=C12